2-cyano-2-methylpropionic acid C(#N)C(C(=O)O)(C)C